methylolbenzotriazole C(O)C1=CC=CC=2NN=NC21